pentyl-indene C(CCCC)C1C=CC2=CC=CC=C12